COC=1C=C(C=C(C1)OC)C#CC1=NNC2=NC=NC(=C21)N[C@@H]2CN(CCC2)C(C#CC)=O (S)-3-(3,5-dimethoxyphenylethynyl)-4-(1-but-2-ynoylpiperidin-3-ylamino)-1H-pyrazolo[3,4-d]pyrimidine